1'-(3,4-dimethoxybenzyl)-2-((3-((2-fluorobenzyl)oxy)-3-phenylpropyl)sulfonyl)-6-methyl-[4,5'-bipyrimidine]-2'(1'H)-one COC=1C=C(CN2C(N=CC(=C2)C2=NC(=NC(=C2)C)S(=O)(=O)CCC(C2=CC=CC=C2)OCC2=C(C=CC=C2)F)=O)C=CC1OC